N-(4-(4-(2-(4,4-difluoropiperidin-1-yl)thiazol-4-yl)-1H-1,2,3-triazol-1-yl)-3-(6-azaspiro[2.5]octan-6-yl)phenyl)-2-hydroxyethane-1-sulfonamide FC1(CCN(CC1)C=1SC=C(N1)C=1N=NN(C1)C1=C(C=C(C=C1)NS(=O)(=O)CCO)N1CCC2(CC2)CC1)F